NCCP(CCN)CCN tris(aminoethyl)phosphane